4-(6-(4-amino-4-methylpiperidin-1-yl)-6-bromopyrazolo[1,5-a]pyridine-3-yl)pyridine-3-carbonitrile NC1(CCN(CC1)C1(C=CC=2N(C1)N=CC2C2=C(C=NC=C2)C#N)Br)C